tert-Butyl N-{6-[(methanesulfonyloxy)methyl]pyridin-3-yl}-N-methylcarbamate CS(=O)(=O)OCC1=CC=C(C=N1)N(C(OC(C)(C)C)=O)C